C(C(=C)C)(=O)OCCOC(NCCCCCCNC(OCCOC(C(=C)C)=O)=O)=O 4,13-dioxo-3,14-dioxa-5,12-diazahexadecane-1,16-diol dimethacrylate